7-bromo-4,6-dichloro-8-fluoroquinolin-2-yl trifluoromethanesulfonate FC(S(=O)(=O)OC1=NC2=C(C(=C(C=C2C(=C1)Cl)Cl)Br)F)(F)F